FC(C=1C(NC2=CC(=C(C=C2N1)C)C)=O)F 3-difluoromethyl-6,7-dimethylquinoxalinone